BrCC(=O)C1=C(C=CC=C1)C 2-bromo-1-(2-methylphenyl)ethanone